N-[2-(N,N-Dimethylamino)ethyl]acrylamide CN(C)CCNC(C=C)=O